8-ethyl-tetracyclo[4.4.0.12,5.17,10]-dodec-3-ene C(C)C1C2C3C4C=CC(C3C(C1)C2)C4